C(C)(C)NC(=O)C=1N(N=CC1)CC=1SC(=CC1)C1=NOC(=N1)C(F)(F)F N-isopropyl-2-[[5-[5-(trifluoromethyl)-1,2,4-oxadiazol-3-yl]-2-thienyl]methyl]pyrazole-3-carboxamide